CC1=C(C=C(C(=N1)N(C1=CC=CC=C1)C1=CC=CC=C1)N1N=CC=C1)OC1=CC=2N(C3=CC=CC=C3C2C=C1)C1=NC=CC=C1 6-methyl-N,N-diphenyl-3-(1H-pyrazol-1-yl)-5-((9-(pyridin-2-yl)-9H-carbazol-2-yl)oxy)pyridin-2-amine